(4-Bromo-2,5-dimethyl-2H-pyrazol-3-yl)-{4-[2-(4-fluoro-phenyl)-ethyl]-piperazin-1-yl}-methanone BrC1=C(N(N=C1C)C)C(=O)N1CCN(CC1)CCC1=CC=C(C=C1)F